N'-acetyl-4-amino-N-((6-cyclopropyl-2-fluoropyridin-3-yl)methyl)-N',1-dimethyl-1H-pyrazolo[4,3-c]quinoline-8-carbohydrazide C(C)(=O)N(N(C(=O)C1=CC=2C3=C(C(=NC2C=C1)N)C=NN3C)CC=3C(=NC(=CC3)C3CC3)F)C